CC1([C@@H](COC1)N1C(=NC2=C1C=C(C=C2)C(=O)O)CC2=C(C=C(C=C2)C2=NC(=C(C=C2)F)OCC2=C(C=C(C=C2)N2N=NC=C2)F)F)C (S)-1-(4,4-dimethyltetrahydrofuran-3-yl)-2-(2-fluoro-4-(5-fluoro-6-((2-fluoro-4-(1H-1,2,3-triazol-1-yl)benzyl)oxy)pyridin-2-yl)benzyl)-1H-benzo[d]imidazole-6-carboxylic acid